[N].[C].[Fe].[Ni] nickel iron carbon nitrogen